methacrylic acid-pentamethyl-piperidyl ester CC1C(C(N(CC1)OC(C(=C)C)=O)(C)C)(C)C